C(C)(C)N1N=CC=2N=C(N=C(C21)N[C@H](C)C=2C=NC1=CC=CC=C1C2)N2CCN(CC2)C(C)=O 1-{4-[1-Isopropyl-7-((R)-1-quinolin-3-yl-ethylamino)-1H-pyrazolo[4,3-d]pyrimidin-5-yl]-piperazin-1-yl}-ethanon